2-[(1-cyano-1-ethylpropyl)azo]-2-methyl-butanenitrile C(#N)C(CC)(CC)N=NC(C#N)(CC)C